C(C)(=O)OC1=C(N)C=CC(=C1)OC 2-acetoxy-4-methoxy-aniline